6-chloro-5-methyl-4-phenyl-3-trifluoromethyl-indolopyranone ClC1=CC=CC2=C1N(C=1C(=C(C(OC12)=O)C(F)(F)F)C1=CC=CC=C1)C